1-(6,7-dihydro-5H-benzo[6,7]cyclohepta[1,2-c]pyridazin-3-yl)-N3-(7-diethylamino-6,7,8,9-tetrahydro-5H-benzo[7]annulene-2-yl)-1H-1,2,4-triazole-3,5-diamine N1=NC(=CC2=C1C1=C(CCC2)C=CC=C1)N1N=C(N=C1N)NC=1C=CC2=C(CCC(CC2)N(CC)CC)C1